E-6-chloro-1-(oxetan-3-yl)-3-(trifluoromethyl)-1H-pyrazolo[3,4-b]pyridine-4-carbaldehyde ClC=1C=C(C2=C(N1)N(N=C2C(F)(F)F)C2COC2)C=O